(S)-3,3-dimethyl-2-(methylamino)butanoic acid CC([C@@H](C(=O)O)NC)(C)C